ClC=1C=C(C=CC1F)[C@@H](NC(=O)N1[C@@H](C(NCC1)=O)C)C1C[C@H]2C([C@H]2C1)(F)F |o1:8| (2R)-N-((S or R)-(3-chloro-4-fluoro-phenyl)((1R,3s,5S)-6,6-difluoro-bicyclo[3.1.0]hexan-3-yl)methyl)-2-methyl-3-oxo-piperazine-1-carboxamide